4-bromo-N-(2-(4,4-difluoropiperidin-1-yl)-6-methylpyrimidin-4-yl)-2-(6-azaspiro[2.5]oct-6-yl)benzamide BrC1=CC(=C(C(=O)NC2=NC(=NC(=C2)C)N2CCC(CC2)(F)F)C=C1)N1CCC2(CC2)CC1